NC1=C(C=C(C=C1C(F)(F)F)C(F)(F)F)C(C)=O 1-[2-Amino-3,5-bis(trifluoromethyl)phenyl]ethanone